CC1=CC(=NO1)NC(=O)C1(CC1)C(=O)N N'-(5-methylisoxazol-3-yl)cyclopropane-1,1-dicarboxamide